CNC/C=C/C=1C=C2C(=NC1)NC([C@]21CC=2C(=NC=C(C2)C(=O)O)C1)=O (3S)-5-[(E)-3-(methylamino)prop-1-enyl]-2-oxo-spiro[1H-pyrrolo[2,3-b]pyridine-3,6'-5,7-dihydrocyclopenta[b]pyridine]-3'-carboxylic Acid